tert-butyl (2S,4S)-4-(2-chloro-5-oxo-1,6-naphthyridin-6-yl)-2-methyl-piperidine-1-carboxylate ClC1=NC=2C=CN(C(C2C=C1)=O)[C@@H]1C[C@@H](N(CC1)C(=O)OC(C)(C)C)C